C1=CC=C(C=C1)C2=CN3C(=CN=C3C(=C2)NCC4=CN=CN=C4)Br 3-bromo-6-phenyl-N-(pyrimidin-5-ylmethyl)imidazo[1,2-a]pyridin-8-amine